C(C)C1=CC=CC2=CC3=CC=CC=C3C(=C12)OC(=O)C1C(CCCC1)C(=O)O 1-ethyl-9-(2-carboxycyclohexyl)carbonyloxyanthracene